N1=C(C(=CC=C1)C(=O)[O-])C(=O)[O-] pyridinedicarboxylate